OC=1C=C(C=CC1OC)/C=C/C(=O)C1=CC=C(C=C1)I (E)-3-(3-Hydroxy-4-methoxyphenyl)-1-(4-iodophenyl)prop-2-en-1-one